O=C1NC(CCC1N1C(C2=CC=CC(=C2C1=O)OCC(=O)NCCCCN1N=NC(=C1)COC1=CC=C(C=C1)C=1N=C2N(C=CC=C2)C1NC1=CC=C(C(=O)O)C=C1)=O)=O 4-((2-(4-((1-(4-(2-((2-(2,6-Dioxopiperidin-3-yl)-1,3-dioxoisoindolin-4-yl)oxy)acetamido)butyl)-1H-1,2,3-triazol-4-yl)methoxy)phenyl)imidazo[1,2-a]pyridin-3-yl)amino)benzoic acid